The molecule is an imidazole substituted at positions 1, 4 and 5 by 4-aminosulfonylphenyl, chloro and 3-fluoro-4-methyoxyphenyl groups respectively. A selective cyclooxygenase 2 inhibitor, it is used in veterinary medicine for the control of pain and inflammation associated with osteoarthritis in dogs. It has a role as a cyclooxygenase 2 inhibitor and a non-steroidal anti-inflammatory drug. It is a sulfonamide, a member of imidazoles, an organochlorine compound, an organofluorine compound and an aromatic ether. COC1=C(C=C(C=C1)C2=C(N=CN2C3=CC=C(C=C3)S(=O)(=O)N)Cl)F